C(C1=CC=CC=C1)OC(=O)N1CCC2(CC2)CC1 6-azaspiro[2.5]octane-6-carboxylic acid benzyl ester